(S)-N-(3-methoxy-1-oxo-1-(4-(3-(trifluoromethoxy)phenyl)piperazin-1-yl)propan-2-yl)acetamide COC[C@@H](C(N1CCN(CC1)C1=CC(=CC=C1)OC(F)(F)F)=O)NC(C)=O